(3S,5R,8R,9S,10S,13R,14S,17R)-14-hydroxy-10,13-dimethyl-17-(2-oxo-2H-pyran-5-yl)hexadecahydro-1H-cyclopenta[a]phenanthren-3-yl 2-(piperidin-1-yl)acetate N1(CCCCC1)CC(=O)O[C@H]1CC[C@@]2([C@H]3CC[C@@]4([C@H](CC[C@@]4([C@@H]3CC[C@@H]2C1)O)C=1C=CC(OC1)=O)C)C